Cl.C(C)N(C1CNC1)C N-Ethyl-N-methylazetidin-3-amine hydrochloride